3,5-difluorobenzoyl bromide FC=1C=C(C(=O)Br)C=C(C1)F